CS(=O)(=O)C1=NC=C(C=C1C1=CC=C(C=C1)C1CN(C1)C(CC[C@H]1NC(OC1)=O)=O)C(F)(F)F (4R)-4-[3-[3-[4-[2-Methyl-sulfonyl-5-(trifluoromethyl)-3-pyridyl]phenyl]azetidin-1-yl]-3-oxo-propyl]oxazolidin-2-one